(2-bromo-5-fluoropyridine-4-yl)boric acid BrC1=NC=C(C(=C1)OB(O)O)F